BrC1=C(C(=C(C=C1)NC(\C=C\OCC)=O)I)F (E)-N-(4-bromo-3-fluoro-2-iodophenyl)-3-ethoxyacrylamide